4-[(3-isopropyl-5-methyl-pyrazolo[1,5-a]pyrimidin-7-yl)amino]piperidine-1-carboxylic acid [(3S)-1-[(E)-4-(dimethylamino) but-2-enoyl] pyrrolidin-3-yl] ester CN(C/C=C/C(=O)N1C[C@H](CC1)OC(=O)N1CCC(CC1)NC1=CC(=NC=2N1N=CC2C(C)C)C)C